N-(3-(diethylamino)propyl)-2-(4-(((2-(methylamino)ethyl)amino)methyl)phenyl)benzo[d]imidazo[2,1-b]thiazole-7-carboxamide C(C)N(CCCNC(=O)C1=CC2=C(N3C(S2)=NC(=C3)C3=CC=C(C=C3)CNCCNC)C=C1)CC